N-methyl-N-tetradecylphenylammonium C[NH+](CCCCCCCCCCCCCC)C1=CC=CC=C1